C(CCCCCCCCCCCCCCC)N[C@@H](CS)C(=O)O cetyl-L-cysteine